NCCNC=1C(=NC(=C(N1)C)SC1=C(C(=NC=C1)Cl)Cl)C(=O)O 3-((2-aminoethyl)amino)-6-((2,3-dichloropyridin-4-yl)thio)-5-methylpyrazine-2-carboxylic acid